(s)-3-((3-(1-(4-methoxyphenyl)-5-oxo-4,5-dihydro-1H-1,2,4-triazol-3-yl)piperidin-1-yl)methyl)benzamide COC1=CC=C(C=C1)N1N=C(NC1=O)[C@@H]1CN(CCC1)CC=1C=C(C(=O)N)C=CC1